FC=1C=CC(=NC1)NC(CN1C=2N(C3=C(C1=O)C=CC(=N3)C(F)(F)F)N=C(C2)NC2COC2)=O N-(5-Fluoropyridin-2-yl)-2-(2-(oxetan-3-ylamino)-5-oxo-8-(trifluoromethyl)pyrazolo[1,5-a]pyrido[3,2-e]pyrimidin-4(5H)-yl)acetamide